ClC1=CC2=C(N(C(N=C2N2[C@H](CN([C@@H](C2)C)C(C=C)=O)C)=O)C2=C(C=CC=C2CN2CCCC2)C(C)C)N=C1C1=C(C=CC=C1)F 6-Chloro-4-[(2S,5R)-2,5-dimethyl-4-prop-2-enoyl-piperazin-1-yl]-7-(2-fluoro-phenyl)-1-[2-isopropyl-6-(pyrrolidin-1-ylmethyl)phenyl]pyrido[2,3-d]pyrimidin-2-one